N-(4-(2-(2-aminopyridin-3-yl)-5-(pyridin-3-yl)-3H-imidazo[4,5-b]pyridin-3-yl)benzyl)-3-formyl-4-hydroxybenzamide NC1=NC=CC=C1C1=NC=2C(=NC(=CC2)C=2C=NC=CC2)N1C1=CC=C(CNC(C2=CC(=C(C=C2)O)C=O)=O)C=C1